2-(3-maleimidopropanamido)-6-(4-(4-iodophenyl)butanamido)hexanoate C1(C=CC(N1CCC(=O)NC(C(=O)[O-])CCCCNC(CCCC1=CC=C(C=C1)I)=O)=O)=O